CN(CCCOC=1C=C2C(=CC=NC2=CC1)C(=O)O)C 6-(3-(dimethylamino)propoxy)quinoline-4-carboxylic acid